3-Cyclopropyl-1,2,4-thiadiazole-5-carbohydrazide C1(CC1)C1=NSC(=N1)C(=O)NN